C(C1=CC=CC=C1)C1=NC(=NN1)N1CCN(CC1)C=1C=NN2C1C=CC(=C2)C=2C=NN(C2)C 3-(4-(5-benzyl-1H-1,2,4-triazol-3-yl)piperazin-1-yl)-6-(1-methyl-1H-pyrazol-4-yl)pyrazolo[1,5-a]pyridine